1-[3-(3,4-Difluorophenyl)phenyl]-2-(5-methyl-1,3,4-oxadiazol-2-yl)ethanol FC=1C=C(C=CC1F)C=1C=C(C=CC1)C(CC=1OC(=NN1)C)O